2-chloro-5-(1,3-dioxoisoindole-2-yl)-4-fluorobenzenesulfonyl chloride ClC1=C(C=C(C(=C1)F)N1C(C2=CC=CC=C2C1=O)=O)S(=O)(=O)Cl